2-amino-3-(4-bromo-2-fluoro-phenyl)propionitrile NC(C#N)CC1=C(C=C(C=C1)Br)F